[NH+]1=CC=CC=C1.C=CC1=CC=CC=C1 styrene pyridinium salt